[NH4+].C(C)N1C=NC=C1CN1C(=NC2=C1C=C(C=C2)C(=O)[O-])CN2CCC(CC2)N2N=C(C=C2)OCC2=CC=NC=C2 1-[(1-ethyl-1H-imidazol-5-yl)methyl]-2-[(4-{3-[(pyridin-4-yl)methoxy]-1H-pyrazol-1-yl}piperidin-1-yl)methyl]-1H-benzimidazole-6-carboxylic acid, ammonium salt